(R)-4-methyl-N-(1-(2-methyl-3-(trifluoromethyl)phenyl)ethyl)-7-(4-methylpiperazin-1-yl)phthalazin-1-amine CC1=NN=C(C2=CC(=CC=C12)N1CCN(CC1)C)N[C@H](C)C1=C(C(=CC=C1)C(F)(F)F)C